Methyl ((2-(6-(benzyloxy)hexyl)-3-fluoro-4-methylphenyl)sulfonyl)-L-prolinate C(C1=CC=CC=C1)OCCCCCCC1=C(C=CC(=C1F)C)S(=O)(=O)N1[C@@H](CCC1)C(=O)OC